BrC=1N=C(SC1)C1=NN(C2=NC=CN=C21)S(=O)(=O)C2=CC=C(C)C=C2 4-bromo-2-(1-tosyl-1H-pyrazolo[3,4-b]pyrazin-3-yl)thiazole